BrC=1C=C(NC1)C(=O)NCC(O)C1=CC=C(C=C1)Br 4-bromo-N-(2-(4-bromophenyl)-2-hydroxyethyl)-1H-pyrrole-2-carboxamide